P(=O)(OC[N+]1=C(C(=CC=C1)C1=CC(=NO1)CC1=CC=C(C=C1)CNC1=C(C(=C(C=C1)F)F)F)N)(O)[O-] (2-amino-3-(3-(4-(((2,3,4-trifluorophenyl)amino)methyl)benzyl) isoxazol-5-yl)pyridin-1-ium-1-yl)methyl hydrogen phosphate